2-Cyano-N-((1s,4s)-4-((7-morpholino-1,6-naphthyridin-5-yl)oxy)cyclohexyl)acetamide C(#N)CC(=O)NC1CCC(CC1)OC1=C2C=CC=NC2=CC(=N1)N1CCOCC1